[Br-].CC(C)C[O-].CC(C)C[O-].CC(C)C[O-].[Zr+4] Zirconium triisobutoxide bromide